1-[6-(tri-fluoromethyl)pyrimidin-4-yl]ethanone oxime FC(C1=CC(=NC=N1)C(C)=NO)(F)F